OC1=C(C(N(C(N1C)=O)C)=O)C(\C=C\C1=CC=CC=C1)=O 6-hydroxy-1,3-dimethyl-5-[(2E)-3-phenylprop-2-enoyl]-1,2,3,4-tetrahydropyrimidine-2,4-dione